CCCCCCC1=C(C=C(O1)CC)S(=O)(=O)O The molecule is an arenesulfonic acid that is furan-3-sulfonic acid carrying hexyl and ethyl substituents at positions 2 and 5 respectively. It has a role as a nematode metabolite and a protective agent. It is a member of furans and an arenesulfonic acid.